C[N+]1=CC(=CC=C1)C(=O)O methylpyridin-1-ium-3-carboxylic acid